CC1(OB(OC1(C)C)C1=CC=C(C=C1)C1(CC1)O)C 1-[4-(4,4,5,5-tetramethyl-1,3,2-dioxaborolan-2-yl)phenyl]cyclopropan-1-ol